4-methyl-2-(methylsulfanyl)pyrido[2,3-d]pyrimidin-7(8H)-one CC=1C2=C(N=C(N1)SC)NC(C=C2)=O